C(C)(C)C=1C=NN2C1N=C(C=C2NC2CCNCC2)C=2C=NC=CC2 3-isopropyl-N-(piperidin-4-yl)-5-(pyridin-3-yl)pyrazolo[1,5-a]pyrimidine-7-amine